(R)-tert-butyl (2-(2-methylpiperidin-1-yl)ethyl)carbamate C[C@H]1N(CCCC1)CCNC(OC(C)(C)C)=O